NC1=CC=C(C=C1)S(=O)(=O)NCC#CC=1N(C2=CC=CC(=C2C1)NC1CCN(CC1)C)CC(F)(F)F 4-amino-N-(3-{4-[(1-methylpiperidin-4-yl)amino]-1-(2,2,2-trifluoroethyl)-1H-indol-2-yl}prop-2-yn-1-yl)benzene-1-sulfonamide